(2,2,2-trifluoroethyl)carbamoyl chloride FC(CNC(=O)Cl)(F)F